C(#N)C=1C(=C2C(N(C(=NC2=CC1)[C@@H]1N(CCC1)C(=O)OC(C)(C)C)C1=CC=C(C=C1)OC)=O)F tert-butyl (R)-2-(6-cyano-5-fluoro-3-(4-methoxyphenyl)-4-oxo-3,4-dihydroquinazolin-2-yl)pyrrolidine-1-carboxylate